3-oxa-6-aminohexanoic acid NCCCOCC(=O)O